O=C1N(CC2=CC(=CC=C12)CN1CCN(CC1)C=1C=NC=CC1)N1C(NC(CC1)=O)=O 1-(1-oxo-5-((4-(pyridin-3-yl)piperazin-1-yl)methyl)isoindolin-2-yl)dihydropyrimidine-2,4(1H,3H)-dione